FC=1C=C2C=NN(C2=CC1O)C1=CC=C(C=C1)C1=CC(=CC=C1)NS(=O)(=O)C N-(4'-(5-Fluoro-6-hydroxy-1H-indazol-1-yl)-[1,1'-biphenyl]-3-yl)methanesulfonamide